CC1=CC=C2C=NNC2=C1C1=C(C=NC=N1)C#N 6-(6-methyl-1H-indazol-7-yl)pyrimidine-5-carbonitrile